NCC1=C2C(=C3CN(C(C3=C1)=O)C1C(NC(CC1)=O)=O)OC=C2 3-(4-(aminomethyl)-6-oxo-6,8-dihydro-7H-furo[2,3-e]isoindol-7-yl)piperidine-2,6-dione